platinum-gold-zirconium [Zr].[Au].[Pt]